C1(CC1)NC1(CC1)[C@H]1CN(CC1)C=1N=CC(=NC1)C(=O)NC=1C=C(C=2N(C1)C=C(N2)C)F (R)-5-(3-(1-(cyclopropylamino)cyclopropyl)pyrrolidin-1-yl)-N-(8-fluoro-2-methylimidazo[1,2-a]pyridin-6-yl)pyrazine-2-carboxamide